C[Si](CCC1=C(C=CC=C1)CNCCN)(C)C N-[[[2-(trimethylsilyl)ethyl]phenyl]methyl]-1,2-ethylenediamine